2'-(4-fluorophenyl)-3'-(1H-pyrazolo[3,4-b]pyridin-4-yl)-4'H,6'H-spiro[cyclopropane-1,7'-pyrazolo[5,1-c][1,4]oxazine] FC1=CC=C(C=C1)C1=NN2C(COCC23CC3)=C1C1=C3C(=NC=C1)NN=C3